methyl-([2-[methyl([1-methyl-5-[(5S,8S)-3,3-dimethyl-1-oxaspiro[4.5]decan-8-yl]-1H-pyrazol-4-yl]methyl)amino]ethyl])amine trifluoroacetic acid salt FC(C(=O)O)(F)F.CNCCN(CC=1C=NN(C1C1CCC2(CC(CO2)(C)C)CC1)C)C